bismuth-lead [Pb].[Bi]